Cl.C(C)(C)OC=1C=C(C(=NC1)C(N)=N)C(F)(F)F 5-isopropoxy(trifluoromethyl)picolinimidamide hydrochloride